FC=1C=C(C=CC1)C=CC(=O)N[C@@H](C)C1=CC(=CC=C1)N1CC(OCC1)C (S)-3-(3-Fluoro-phenyl)-N-{1-[3-(2-methyl-morpholin-4-yl)-phenyl]-ethyl}-acrylamide